N-(3-((6-((4-fluorophenyl)amino)-1H-pyrazolo[3,4-d]pyrimidin-1-yl)methyl)phenyl)but-2-enamide FC1=CC=C(C=C1)NC1=NC=C2C(=N1)N(N=C2)CC=2C=C(C=CC2)NC(C=CC)=O